ethyl 6-tert-butyl-9-(1-isopropyl-1H-pyrazol-5-yl)-10-methoxy-2-oxo-6,7-dihydro-2H-pyrido[2,1-a]isoquinoline-3-carboxylate C(C)(C)(C)C1N2C(C3=CC(=C(C=C3C1)C1=CC=NN1C(C)C)OC)=CC(C(=C2)C(=O)OCC)=O